O1CCN(CC1)CCOC1=C2C(C=C(C(C2=CC=C1)=O)C1=CC=C(C=C1)F)=O 5-(2-morpholinoethoxy)-2-(4-fluorophenyl)naphthalene-1,4-dione